4-(2-(2-(3-methylbenzylidene)hydrazino)-8-(pyridin-4-yl)-9H-purin-6-yl)morpholine CC=1C=C(C=NNC2=NC(=C3N=C(NC3=N2)C2=CC=NC=C2)N2CCOCC2)C=CC1